C(#N)[C@H](CC1=CC=C(C=C1)C=1C=CC2=C(N(C(O2)=O)C(C)C)C1)NC(=O)[C@H]1OCCCNC1 (2S)-N-[(1S)-1-cyano-2-{4-[2-oxo-3-(propan-2-yl)-2,3-dihydro-1,3-benzoxazol-5-yl]phenyl}ethyl]-1,4-oxaazepane-2-carboxamide